2,6-di(pyridine-4-yl)naphthalene N1=CC=C(C=C1)C1=CC2=CC=C(C=C2C=C1)C1=CC=NC=C1